di-tert-butyl-2-{5-(2-chloropyrimidin-4-yl)-4-[3-(2,5-difluorobenzenesulfonylamino)-2-fluorophenyl]-thiazol-2-yl}-piperazine-1,4-dicarboxylic acid C(C)(C)(C)C1C(N(CCN1C(=O)O)C(=O)O)(C=1SC(=C(N1)C1=C(C(=CC=C1)NS(=O)(=O)C1=C(C=CC(=C1)F)F)F)C1=NC(=NC=C1)Cl)C(C)(C)C